butyric acid 4-[(5-nitro-2-pyridyl) dithio]-2,5-dioxo-1-pyrrolidinyl ester [N+](=O)([O-])C=1C=CC(=NC1)SSC1CC(N(C1=O)OC(CCC)=O)=O